1-isopropyl-3-(4-methylphenyl)-N-(4-((5-methylpyrazolo[1,5-a]pyrimidine-7-yl)oxy)phenyl)-2,4-dioxo-1,2,3,4-tetrahydropyrimidine-5-carboxamide C(C)(C)N1C(N(C(C(=C1)C(=O)NC1=CC=C(C=C1)OC1=CC(=NC=2N1N=CC2)C)=O)C2=CC=C(C=C2)C)=O